7-methoxy-3,4-dihydro-1-naphthylacetonitrile COC1=CC=C2CCC=C(C2=C1)CC#N